NC1=NC2=CC(=CC(=C2C=C1CCCCC)C#CCCCNC(OC(C)(C)C)=O)Br tert-butyl (5-(2-amino-7-bromo-3-pentylquinolin-5-yl) pent-4-yn-1-yl)carbamate